bis-triphenyl-phosphorane ammonium chloride [Cl-].[NH4+].C1(=CC=CC=C1)[PH2](C1=CC=CC=C1)C1=CC=CC=C1.C1(=CC=CC=C1)[PH2](C1=CC=CC=C1)C1=CC=CC=C1